(2-(4-benzoylbenzyldimethylamino)ethyl)-4-benzoylbenzylmethylammonium C(C1=CC=CC=C1)(=O)C1=CC=C(CCN(CC[NH+](C)CC2=CC=C(C=C2)C(C2=CC=CC=C2)=O)C)C=C1